BrC1=C(C(=NC(=C1)Cl)Cl)[N+](=O)[O-] 4-bromo-2,6-dichloro-3-nitropyridine